rac-(1R*,2S*,3R*)-2-(3-chlorophenyl)-N-(6-(((6-cyclopropyl-imidazo[1,2-a]pyridin-2-yl)methyl)amino)pyrimidin-4-yl)-3-(hydroxymethyl)cyclopropane-1-carboxamide ClC=1C=C(C=CC1)[C@@H]1[C@H]([C@@H]1CO)C(=O)NC1=NC=NC(=C1)NCC=1N=C2N(C=C(C=C2)C2CC2)C1 |r|